NC1=NC=C(C2=C1C(=C(N2C)C2=C(C=C(C=C2)NC(C(=C)F)=O)C)C2=CC=C(C(=N2)OC)C(=O)NCC2(CC2)F)Br 6-(4-amino-7-bromo-2-{4-[(2-fluoroacrylamido)]-2-methylphenyl}-1-methylpyrrolo[3,2-c]pyridin-3-yl)-N-[(fluorocyclopropyl)methyl]-2-methoxypyridine-3-carboxamide